3-(5-(4-((isopentylamino)methyl)pyridin-2-yl)-1-oxoisoindolin-2-yl)piperidine-2,6-dione C(CC(C)C)NCC1=CC(=NC=C1)C=1C=C2CN(C(C2=CC1)=O)C1C(NC(CC1)=O)=O